ClCS(=O)(=O)NC12C(OC3=C1C=CC(=C3)C(C)C)(C3=CC=CC=C3C2=O)O 1-chloro-N-(4b-hydroxy-7-isopropyl-10-oxo-4b,10-dihydro-9bH-indeno[1,2-b]benzofuran-9b-yl)methanesulfonamide